(S)-N-((3R,5R,7R)-adamantan-1-yl)-3-(1H-indol-3-yl)-2-(4-methylphenylsulfonamido)propanamide C12(CC3CC(CC(C1)C3)C2)NC([C@H](CC2=CNC3=CC=CC=C23)NS(=O)(=O)C2=CC=C(C=C2)C)=O